C1(=CC=CC=C1)C1=CCC(N1)=O 5-phenyl-1,3-dihydro-2H-pyrrol-2-one